CC=1C=2N(C=C(C1)C=1NC3=CC=C(C=C3C1C(C)C)CC1NCCC1)N=CN2 2-{8-methyl-[1,2,4]triazolo[1,5-a]pyridin-6-yl}-3-(prop-2-yl)-5-[(pyrrolidin-2-yl)methyl]-1H-indole